C(#N)CC1=C(C(=NN1C=1SC=C(N1)C(=O)O)C1=CC=CC=C1)CC1=CC=C(C=C1)S(N)(=O)=O 2-(5-(cyanomethyl)-3-phenyl-4-(4-sulfamoylbenzyl)-1H-pyrazol-1-yl)thiazole-4-carboxylic acid